4-((tert-butyldiphenylsilyl)oxy)butanoic acid [Si](C1=CC=CC=C1)(C1=CC=CC=C1)(C(C)(C)C)OCCCC(=O)O